FC(OC1=CC=C(C=C1)C1=CN=C2N1C=CN=C2NC2=CC=C(C=C2)N2S(CCC2)(=O)=O)F 3-[4-(difluoromethoxy)phenyl]-N-[4-(1,1-dioxo-1,2-thiazolidin-2-yl)phenyl]imidazo[1,2-a]pyrazin-8-amine